1-(4-fluorophenyl)-6-methyl-2-(tetrahydrofuran-2-yl)-9H-pyrrolo[1,2-a]indol-9-one FC1=CC=C(C=C1)C=1C(=CN2C1C(C=1C=CC(=CC21)C)=O)C2OCCC2